1-methyl-5-((4-(thieno[3,2-b]pyridine-7-yloxy)piperidine-1-yl)methyl)-1H-pyrazole-3-ol CN1N=C(C=C1CN1CCC(CC1)OC1=C2C(=NC=C1)C=CS2)O